acrylamidomethyl-diallyl-ammonium chloride [Cl-].C(C=C)(=O)NC[NH+](CC=C)CC=C